O[C@@H]1CCOC1 (2S,4R)-4-hydroxytetrahydrofuran